potassium chloride, hydrochloride Cl.[Cl-].[K+]